C(C)OC(=O)C=1C=NC2=C(C(=CC=C2C1)[N+](=O)[O-])OC 8-methoxy-7-nitroquinoline-3-Carboxylic acid ethyl ester